CC1=C(CNC(=O)OC(C)(C)C)C=CC=C1 2-methyl-N-Boc-benzylamine